O=C1N(C(CN1)=O)CC1=CC=NC=C1 4-((2,5-dioxoimidazolidin-1-yl)methyl)pyridin